ClC1=C(C=2N=C(N=C(C2C=N1)N1C[C@H]2CC[C@@H](C1)N2C(=O)OC(C)(C)C)O)F tert-butyl (1R,5S)-3-(7-chloro-8-fluoro-2-hydroxypyrido[4,3-d]pyrimidin-4-yl)-3,8-diazabicyclo[3.2.1]octane-8-carboxylate